N-(2-(2,6-dioxopiperidin-3-yl)-1-oxoisoindolin-5-yl)-3-methylbenzamide O=C1NC(CCC1N1C(C2=CC=C(C=C2C1)NC(C1=CC(=CC=C1)C)=O)=O)=O